tert-butyl 3-(4-amino-2-fluoro-phenyl)azetidine-1-carboxylate NC1=CC(=C(C=C1)C1CN(C1)C(=O)OC(C)(C)C)F